SC(C(C(NC1=CC=CC=C1)=O)NC(C1=CC(C(=O)NC(C(=O)NC2=CC=CC=C2)C(C)(S)C)=CC=C1)=O)(C)C N1,N3-bis(3-mercapto-3-methyl-1-oxo-1-(phenylamino)butan-2-yl)isophthalamide